ClC=1C=CC(=C(C(=O)O)C1)CN1[C@@](C2=C(C=C(C=C2C1=O)[C@](CC)(C1CCOCC1)O)F)(OC)C1=CC=C(C=C1)Cl 5-chloro-2-{1-[(1R)-1-(4-chlorophenyl)-7-fluoro-5-[(1S)-1-hydroxy-1-(oxan-4-yl)propyl]-1-methoxy-3-oxo-2,3-dihydro-1H-isoindol-2-yl]methyl}benzoic acid